(rac)-5-(5-(2-Hydroxy-6-methyl-4-(trifluoromethyl)phenyl)oxazolo[4,5-b]pyridin-2-yl)piperidin-2-one OC1=C(C(=CC(=C1)C(F)(F)F)C)C1=CC=C2C(=N1)N=C(O2)[C@@H]2CCC(NC2)=O |r|